2-Chloro-4-(5-(7-((R)-2-methylpyrrolidin-1-yl)-6,7,8,9-tetrahydro-5H-benzo[7]annulen-2-yl)-1H-pyrazolo[3,4-b]pyridin-3-yl)benzenesulfonamide ClC1=C(C=CC(=C1)C1=NNC2=NC=C(C=C21)C=2C=CC1=C(CCC(CC1)N1[C@@H](CCC1)C)C2)S(=O)(=O)N